2-(Perylene-3-yl)acetic acid Ethyl-2-(perylene-3-yl)acetate C(C)OC(CC=1C=CC=2C=3C=CC=C4C=CC=C(C5=CC=CC1C52)C43)=O.C4=CC(=C3C=CC=C5C2=CC=CC1=CC=CC(C4=C35)=C21)CC(=O)O